(R)-1-(1-(2'-cyano-[1,1'-biphenyl]-4-yl)-2-hydroxyethyl)-3-(2-ethynyl-thiazol-4-yl)urea C(#N)C1=C(C=CC=C1)C1=CC=C(C=C1)[C@H](CO)NC(=O)NC=1N=C(SC1)C#C